2-fluoro-1-(3-(7-(3-(1-methylpiperidin-4-yl)-1,2,4-oxadiazol-5-yl)-3-(6-(trifluoromethyl)pyridin-3-yl)-1H-pyrazolo[4,3-b]pyridin-1-yl)azetidin-1-yl)prop-2-en-1-one FC(C(=O)N1CC(C1)N1N=C(C2=NC=CC(=C21)C2=NC(=NO2)C2CCN(CC2)C)C=2C=NC(=CC2)C(F)(F)F)=C